ClC=1C=C(NC2(CCC3(C(=CC4=CC=CC=C34)C3=CC=C(C=C3)C)CC2)C(=O)O)C=CC1 (1s,4s)-4-(3-Chloroanilino)-2'-(4-methylphenyl)spiro[cyclohexane-1,1'-indene]-4-carboxylic acid